(4-(2-(1,1-difluoroethyl)pyridin-4-ylamino)-6-(isopropyl-amino)-1,3,5-triazin-2-yl)pyridin-2-ylcarbamic acid methyl ester COC(N(C1=NC=CC=C1)C1=NC(=NC(=N1)NC1=CC(=NC=C1)C(C)(F)F)NC(C)C)=O